4-((piperidin-4-yloxy)methyl)-1H-1,2,3-triazole N1CCC(CC1)OCC=1N=NNC1